4,5-dimethyl-1,2,3-hexanetriol CC(C(C(CO)O)O)C(C)C